N-(7-chloroquinolin-8-yl)-3-fluoropyridine-2-sulfonamide ClC1=CC=C2C=CC=NC2=C1NS(=O)(=O)C1=NC=CC=C1F